C(=O)[O-] cis-format